ClC1=C(C=CC(=C1)Cl)C(C(=O)O)C 2,4-dichlorophenyl-propionic acid